(2R)-2-(6-{5-chloro-2-[(2-methylpyrimidin-4-yl)amino]pyrimidin-4-yl}-1-oxo-2,3-dihydro-1H-isoindol-2-yl)-N-[(1R)-1-(2-methoxypyridin-4-yl)ethyl]propanamide ClC=1C(=NC(=NC1)NC1=NC(=NC=C1)C)C1=CC=C2CN(C(C2=C1)=O)[C@@H](C(=O)N[C@H](C)C1=CC(=NC=C1)OC)C